4-[[4-[[(1S)-2-hydroxy-1-phenyl-ethyl]amino]-5-(5-methyl-1,3,4-thiadiazol-2-yl)pyrimidin-2-yl]amino]-N,N,2-trimethyl-benzamide OC[C@H](C1=CC=CC=C1)NC1=NC(=NC=C1C=1SC(=NN1)C)NC1=CC(=C(C(=O)N(C)C)C=C1)C